[Si](C1=CC=CC=C1)(C1=CC=CC=C1)(C(C)(C)C)OCC1CC(C1)O 3-(((tert-butyldiphenylsilyl)oxy)methyl)cyclobutan-1-ol